C(#N)C=1C=NC(=NC1)N1C[C@H](N([C@H](C1)C)C(=O)NCCC1CCN(CC1)CC1=CC(=CC=C1)F)C (2R,6S)-4-(5-cyanopyrimidin-2-yl)-N-(2-{1-[(3-fluorophenyl)-methyl]piperidin-4-yl}ethyl)-2,6-dimethylpiperazine-1-carboxamide